CC=1C(=NC=CC1)CO (3-methyl-2-pyridyl)methanol